[K].[Na].[Si] silicon sodium-potassium